1-(4-Difluoromethyl-3,6,7,8-tetrahydro-1H-2,5-diaza-as-indacen-2-yl)-2-[1-(5-trifluoromethyl-pyrimidin-2-yl)-azetidin-3-yl]-ethanone FC(C1=C2CN(CC2=C2CCCC2=N1)C(CC1CN(C1)C1=NC=C(C=N1)C(F)(F)F)=O)F